[N+](=O)([O-])O[C@@H](COCCC(=O)OC[C@H]1N(CCC1)C1=NC=C(C(=N1)NCC1=CC(=C(C=C1)OC)Cl)C(NCC1=NC=CC=N1)=O)CO[N+](=O)[O-] [(2S)-1-(4-{[(3-chloro-4-methoxyphenyl)methyl]amino}-5-{[(pyrimidin-2-yl) methyl]carbamoyl}pyrimidin-2-yl)pyrrolidin-2-yl]methyl 3-[(2S)-2,3-bis(nitrooxy) propoxy]propanoate